OC1=C(C=O)C(=CC=C1)O 2,6-dihydroxy-benzaldehyde